3-{1-[(2-{[(Cyclobutylmethyl)amino]methyl}-1H-indol-6-yl)methyl]-1H-1,2,3-triazol-4-yl}-5-methoxy-2-pyridinecarbonitrile C1(CCC1)CNCC=1NC2=CC(=CC=C2C1)CN1N=NC(=C1)C=1C(=NC=C(C1)OC)C#N